(R)-1-Ethyl-N'-((1',5',6',7'-tetrahydro-2'H-spiro[cyclopropane-1,3'-dicyclopenta[b,e]pyridin]-8'-yl)carbamoyl)-1H-pyrazole-3-sulfonimidamide C(C)N1N=C(C=C1)[S@@](=O)(N)=NC(NC1=C2C(=NC3=C1CCC3)C3(CC2)CC3)=O